C(C)(C)(C)C1=CC=C(C=C1)N(C(C(=C)C)=O)S(=O)(=O)CC1=CC=CC=C1 N-(4-(tert-butyl)phenyl)-N-toluenesulfonylmethacrylamide